2-(2-(2-(4-(6,8-dichloro-2-methyl-1,2,3,4-tetrahydroisoquinolin-4-yl)phenylsulfonylamino)ethoxy)ethyl)isophthalamide bis(2,2,2-trifluoroacetate) FC(C(=O)O)(F)F.FC(C(=O)O)(F)F.ClC=1C=C2C(CN(CC2=C(C1)Cl)C)C1=CC=C(C=C1)S(=O)(=O)NCCOCCC1=C(C(=O)N)C=CC=C1C(=O)N